C(C)(C)(C)OC(=O)N1CC(CCC1)C(NC1=NN(C2=CC=C(C=C12)C1=C(C=CC(=C1)C#N)Cl)C(C1=CC=CC=C1)(C1=CC=CC=C1)C1=CC=CC=C1)=O 3-{[5-(2-Chloro-5-cyanophenyl)-1-trityl-1H-indazol-3-yl]carbamoyl}piperidine-1-carboxylic acid tert-butyl ester